3-(trifluoro-methyl)azetidine FC(C1CNC1)(F)F